6-chloro-5-fluoro-4-[({4-[1-isopropyl-4-(trifluoromethyl)imidazol-2-yl]phenyl}methyl)amino]pyridine-3-carbaldehyde ClC1=C(C(=C(C=N1)C=O)NCC1=CC=C(C=C1)C=1N(C=C(N1)C(F)(F)F)C(C)C)F